CC=1C=C(C(=O)OC2=CC(=CC(=C2)C=NC=2C=NC=CC2)Cl)C=CC1 3-chloro-5-((pyridin-3-ylimino)methyl)phenyl 3-methylbenzoate